6-[4-({4-[2-(2,6-dioxopiperidin-3-yl)-6-fluoro-1,3-dioxoisoindol-5-yl]piperazin-1-yl}methyl)piperidin-1-yl]-N-[(1r,4r)-4-(3-chloro-4-cyanophenoxy)cyclohexyl]pyridazine-3-carboxamide O=C1NC(CCC1N1C(C2=CC(=C(C=C2C1=O)N1CCN(CC1)CC1CCN(CC1)C1=CC=C(N=N1)C(=O)NC1CCC(CC1)OC1=CC(=C(C=C1)C#N)Cl)F)=O)=O